C(C)C1=C(C=CC(=C1)F)NC1=C(C(=O)NC=2C(=NC(=CC2)OC)C)C=C(C=C1)C(F)(F)F 2-((2-ethyl-4-fluorophenyl)amino)-N-(6-methoxy-2-methylpyridin-3-yl)-5-(trifluoromethyl)benzamide